1-(5-Fluoro-2-methoxypyridin-3-yl)piperazine FC=1C=C(C(=NC1)OC)N1CCNCC1